CC(CC)OC(=O)CCNC=1N=C(C2=C(N1)SC=C2C2=CC=CC=C2)NCC2=CC=C(C=C2)S(=O)(=O)N 4-((2-(2-Butoxycarbonyl)ethylamino-5-phenylthieno[2,3-d]pyrimidin-4-yl)aminomethyl)-benzenesulfonamide